((6-bromohexyl)oxy)dimethyl-((oxahexadec-2-yl)oxy)silane BrCCCCCCO[Si](OC(O)CCCCCCCCCCCCCC)(C)C